(2R,3S)-2-(3-bromophenyl)-1-(4-methoxyphenyl)-3-(2-oxo-2-phenylethyl)pyrrolidine BrC=1C=C(C=CC1)[C@@H]1N(CC[C@H]1CC(C1=CC=CC=C1)=O)C1=CC=C(C=C1)OC